CN(C(=O)N)N=O N-methyl-nitrosourea